Bis(4-methylphenyl)(cyclopentadienyl)(2,3,6,7-tetramethylfluorenyl)methane CC1=CC=C(C=C1)C(C1=C(C(=CC=2C3=CC(=C(C=C3CC12)C)C)C)C)(C1C=CC=C1)C1=CC=C(C=C1)C